C(CCC)OCCOCCOC 2-(2-butoxyethoxy)ethoxymethane